C(C1=CC=CC=C1)OC1=NC(=CC=C1C1=C(C=C(C=C1F)N1CCC(CC1)CC(=O)OCC)F)OCC1=CC=CC=C1 ethyl 2-(1-(4-(2,6-bis(benzyloxy)pyridin-3-yl)-3,5-difluorophenyl)piperidin-4-yl)acetate